2-chloro-N-(3,5-dimethylphenyl)-N-[(4-fluorophenyl)methyl]acetamide ClCC(=O)N(CC1=CC=C(C=C1)F)C1=CC(=CC(=C1)C)C